CN(CC(=O)N(C1=CC=C(C=C1)[N+](=O)[O-])CC)C 2-(Dimethylamino)-N-ethyl-N-(4-nitrophenyl)acetamide